N1CC(C1)C1=CC=C(N=N1)C1=C(C=C(C=C1)C=1C=CC=2C(N1)=CN(N2)C)O 2-(6-(azetidin-3-yl)pyridazin-3-yl)-5-(2-methyl-2H-pyrazolo[4,3-b]pyridin-5-yl)phenol